rac-9-chloro-8'-(difluoromethoxy)-6'-(trifluoromethyl)-3,4-dihydro-2H,3'H-spiro[benzo[b]oxepine-5,2'-imidazo[1,2-a]pyridine] ClC1=CC=CC2=C1OCCC[C@@]21N=C2N(C=C(C=C2OC(F)F)C(F)(F)F)C1 |r|